C(C=C)(=O)OCCCCOC(C=C)=O butane-1,4-diol diacrylate